CC1=C(C=NC(=C1)C(F)(F)F)N1C(C(=CC=C1C(F)(F)F)C(=O)O)=O 1-[4-methyl-6-(trifluoromethyl)-3-pyridyl]-2-oxo-6-(trifluoromethyl)pyridine-3-carboxylic acid